2-(1H-indol-5-yl)-8-(3-methyl-1H-indol-5-yl)-10-[2-(morpholin-4-yl)ethyl]phenoxazine N1C=CC2=CC(=CC=C12)C1=CC=2N(C3=CC(=CC=C3OC2C=C1)C=1C=C2C(=CNC2=CC1)C)CCN1CCOCC1